C(C)(C)(C)C1=CC(=CC2=C1OP(OC1=C2C=C(C=C1C(C)(C)C)OC)O[C@@H](CP1[C@H](CC[C@@H]1C1=CC=CC=C1)C1=CC=CC=C1)C1=CC=CC=C1)OC 4,8-di-tert-butyl-6-((R)-2-((2R,5R)-2,5-diphenylphospholan-1-yl)-1-phenylethoxy)-2,10-dimethoxydibenzo[d,f][1,3,2]dioxaphosphepine